4-hydroxy-pyrrolidine-1-carboxylate OC1CCN(C1)C(=O)[O-]